C(C)OC1=NC=C(C(=N1)NC=1C2=C(NN1)C(N(C2)C(=O)N2C[C@H](N(C[C@@H]2C)CC2(CCOCC2)O)C)(C)C)F 4-[((2r,5s)-4-{[3-[(2-ethoxy-5-fluoropyrimidin-4-yl)amino]-6,6-dimethyl-4,6-dihydropyrrolo[3,4-c]pyrazol-5(1H)-yl]carbonyl}-2,5-dimethylpiperazin-1-yl)methyl]tetrahydro-2H-pyran-4-ol